(3aR,6aR)-1-(7-(8-chloronaphthalen-1-yl)-2-(((S)-1-methylpyrrolidin-2-yl)methoxy)-5,6,7,8-tetrahydropyrido[3,4-d]pyrimidin-4-yl)hexahydropyrrolo[3,4-b]pyrrole-5(1H)-carbonitrile ClC=1C=CC=C2C=CC=C(C12)N1CC=2N=C(N=C(C2CC1)N1[C@@H]2[C@H](CC1)CN(C2)C#N)OC[C@H]2N(CCC2)C